(2R)-2-((6-(3-cyanophenyl)pyrimidin-4-yl)carbamoyl)-5-methylmorpholine-4-carboxylic acid tert-butyl ester C(C)(C)(C)OC(=O)N1C[C@@H](OCC1C)C(NC1=NC=NC(=C1)C1=CC(=CC=C1)C#N)=O